L(+)-arabinose C1[C@@H]([C@@H]([C@H](C(O1)O)O)O)O